ONC(\C=C\C1=C(C=CC=C1)N1CCC(CC1)NCC1CCOCC1)=O (E)-N-hydroxy-3-(2-(4-(((tetrahydro-2H-pyran-4-yl)methyl)amino)piperidin-1-yl)phenyl)acrylamide